(2S,3S,4R,5R)-3,4-dihydroxyl-N-isopropyl-5-(2-(5-methylpyridin-3-yl)-6-((pyridin-2-ylmethyl)amino)-9H-purin-9-yl)tetrahydrofuran-2-formamide O[C@@H]1[C@H](O[C@H]([C@@H]1O)N1C2=NC(=NC(=C2N=C1)NCC1=NC=CC=C1)C=1C=NC=C(C1)C)C(=O)NC(C)C